Fmoc-O-tert-butyl-L-glutamic acid C(=O)(OCC1C2=CC=CC=C2C2=CC=CC=C12)N[C@@H](CCC(=O)O)C(=O)OC(C)(C)C